6-(1-cyclopropylethyl)-4-((R)-3-methylmorpholinyl)-2-(1H-pyrazol-3-yl)-8,9-dihydro-1,3,6,9a-tetraazabenzo[cd]azulene-7(6H)-one C1(CC1)C(C)N1C=2C3=C(C(=NN3CCC1=O)C1=NNC=C1)N=C(C2)N2[C@@H](COCC2)C